3-(1,3-benzodioxole-5-carbonyl)-6-methoxy-1H-quinolin-4-one O1COC2=C1C=CC(=C2)C(=O)C2=CNC1=CC=C(C=C1C2=O)OC